4-(benzo[d]oxazol-2-yl)-N1-methyl-N6-(pyridin-2-yl)-2,7-naphthyridine-1,6-diamine O1C(=NC2=C1C=CC=C2)C2=CN=C(C1=CN=C(C=C21)NC2=NC=CC=C2)NC